CC=1C(=NC=CC1)CCN1C=NC2=CC=CC=C2C1=O 3-(2-(3-methylpyridin-2-yl)ethyl)quinazolin-4(3H)-one